3-(trihydroxysilyl)propane-1-sulfonic acid O[Si](CCCS(=O)(=O)O)(O)O